17-(heptadec-9-yloxy)-9,17-dioxo-heptadecanoic acid CCCCCCCCC(CCCCCCCC)OC(CCCCCCCC(CCCCCCCC(=O)O)=O)=O